N3-methyl-6-(1,1,2,2,2-pentafluoroethyl)pyridazine-3,4-diamine CNC=1N=NC(=CC1N)C(C(F)(F)F)(F)F